(4R,5S)-4-Hydroxy-5-((S)-5H-imidazo[5,1-a]isoindol-5-yl)azepan-1-sulfonamid O[C@@H]1CCN(CC[C@H]1[C@@H]1N2C(C3=CC=CC=C13)=CN=C2)S(=O)(=O)N